(S)-3-(3,5-dichlorophenyl)-3-(1-(2-(5,6,7,8-tetrahydro-1,8-naphthyridin-2-yl)ethyl)-1H-1,2,4-triazole-3-carboxamido)propionic acid ClC=1C=C(C=C(C1)Cl)[C@H](CC(=O)O)NC(=O)C1=NN(C=N1)CCC1=NC=2NCCCC2C=C1